diazabicycloundecene hydrogen carbonate C(O)(O)=O.C1(=NNCCCCCCCC1)C1=CCCCCCCCCC1